tert-butyl 6-(3-methyl-1-(o-tolyl)-1H-pyrazol-5-yl)-2-azaspiro[3.3]hept-5-ene-2-carboxylate CC1=NN(C(=C1)C1=CC2(CN(C2)C(=O)OC(C)(C)C)C1)C1=C(C=CC=C1)C